C(C)(=O)N1CC[C@@H]2N(C([C@H](C1)NC(=O)C=1NC3=CC=C(C=C3C1)C(F)(F)P(O)(O)=O)=O)[C@@H](CC2)C(=O)N2CCC1=C(CC2)C=CC=C1 ((2-(((5S,8S,10aR)-3-acetyl-6-oxo-8-(2,3,4,5-tetrahydro-1H-benzo[d]azepine-3-carbonyl)decahydropyrrolo[1,2-a][1,5]diazocin-5-yl)carbamoyl)-1H-indol-5-yl)difluoromethyl)phosphonic acid